manganese-manganese dioxide [O-2].[O-2].[Mn+2].[Mn+2]